(8-(((1R,3R)-3-((tert-butoxycarbonyl)amino)cyclobutyl)(4-methoxybenzyl)amino)-6,7-dihydrospiro[cyclopenta[d]Pyrazolo[1,5-a]pyrimidine-5,1'-cyclopropan]-6-yl)methyl benzoate C(C1=CC=CC=C1)(=O)OCC1CC=2C(=NC=3N(C2N(CC2=CC=C(C=C2)OC)C2CC(C2)NC(=O)OC(C)(C)C)N=CC3)C13CC3